8-cyclopentyl-5-((1-hydroxycyclohexyl)ethynyl)-2-(4-(phenethylamino)piperidin-1-yl)pyrido[2,3-d]pyrimidin-7-one C1(CCCC1)N1C(C=C(C2=C1N=C(N=C2)N2CCC(CC2)NCCC2=CC=CC=C2)C#CC2(CCCCC2)O)=O